CN1SC=CC1=O methyl-2H-isothiazol-3-one